COC(=O)[C@H]1N(CCCC1)C([C@@H](NC(CCCC1=CC=CC=C1)=O)C)=O (2S)-1-((4-phenylbutyryl)alaninyl)piperidine-2-carboxylic acid methyl ester